5-bromo-4-chloro-3-indolyl-phosphorylcholine BrC=1C(=C2C(=CNC2=CC1)P(=O)=C(O)C[N+](C)(C)C)Cl